CCCCC=C(CC)C=O oct-5-ene-6-carbaldehyde